C(CCC=C)[C@](N)(C)C(=O)O 2-(4-pentenyl)alanine